FC(C(=O)O)(F)F.CN1CCC(CC1)N 1-methylpiperidin-4-amine trifluoroacetate